tert-butyl 3-({4-[1-(2,6-dioxopiperidin-3-yl)-3-methyl-2-oxo-1,3-benzodiazol-4-yl]piperidin-1-yl}methyl)azetidine-1-carboxylate O=C1NC(CCC1N1C(N(C2=C1C=CC=C2C2CCN(CC2)CC2CN(C2)C(=O)OC(C)(C)C)C)=O)=O